6-Cyclopropyl-3-((3-(2,6-dimethylpyridine-3-yl)-2-(2,2,2-trifluoroethoxy)phenyl)amino)pyrazine-2-carboxylic acid C1(CC1)C1=CN=C(C(=N1)C(=O)O)NC1=C(C(=CC=C1)C=1C(=NC(=CC1)C)C)OCC(F)(F)F